OCC=1C=C(C=NC1)O.[S].[Ca] calcium sulphur 5-(hydroxymethyl)pyridin-3-ol